(2R,3R,4R,5S)-1-((1-(2-fluorophenyl)piperidin-4-yl)methyl)-2-(hydroxymethyl)piperidine-3,4,5-triol FC1=C(C=CC=C1)N1CCC(CC1)CN1[C@@H]([C@H]([C@@H]([C@H](C1)O)O)O)CO